BrC=1C=CC(=C2CCCOC12)C[C@@H](C(=O)OC)NC(C1=C(C=C(C=C1F)N[C@@H](C(F)(F)F)C)F)=O methyl (S)-3-(8-bromochroman-5-yl)-2-(2,6-difluoro-4-(((R)-1,1,1-trifluoropropan-2-yl)amino)benzamido)propanoate